ClC=1C=C(C=2N(N1)C=C(N2)C(F)(F)F)C(C)C 6-chloro-8-isopropyl-2-(trifluoromethyl)imidazo[1,2-b]pyridazine